[Si](C)(C)(C(C)(C)C)OCCCC[C@@H](C)OC1=NC(=CC=C1S(=O)(=O)CCC(=O)OC[C@@H](CCCC)CC)OC |&1:30| (RS)-2-ethylhexyl 3-((2-(((R)-6-((tert-butyldimethylsilyl)oxy)hexan-2-yl)oxy)-6-methoxypyridin-3-yl)sulfonyl)propanoate